C(C)(C)(C)OC(=O)N1C(CCCC1)C1=NC=CC=C1CN1C(NC(C2=C1C=CN2)=O)=C=S 2-(3-((4-Oxo-2-thiocarbonyl-2,3,4,5-tetrahydro-1H-pyrrolo[3,2-d]pyrimidin-1-yl)methyl)pyridin-2-yl)piperidine-1-carboxylic acid tert-butyl ester